FC=1C=CC=2N(C1)N=C(C2)[C@@H]2N(CCC1=C2N=CN1)C(=O)C=1OC(=NN1)C=1C=NN(C1)C (R)-(4-(6-fluoropyrazolo[1,5-a]pyridin-2-yl)-6,7-dihydro-1H-imidazo[4,5-c]pyridin-5(4H)-yl)(5-(1-methyl-1H-pyrazol-4-yl)-1,3,4-oxadiazol-2-yl)methanone